C(C)C1(C(NC(NC1=O)=O)=O)C1=CC=CC=C1 5-Ethyl-5-phenyl-2,4,6(1H,3H,5H)-pyrimidinetrione